SCC(C)CCC 2-(mercaptomethyl)pentane